ClC=1N=C(N2C1CNCC2)C2=CC=C(CC1=NC=CC3=C1OC(=N3)C=3C(=NC=NC3OC)C3CC3)C=C2 4-(4-(1-chloro-5,6,7,8-tetrahydroimidazo[1,5-a]pyrazin-3-yl)benzyl)-2-(4-cyclopropyl-6-methoxypyrimidin-5-yl)oxazolo[5,4-c]pyridine